C(C)(C)(C)NS(=O)(=O)C1=CC(=CC=C1)NC1=NC(=NC=C1C)NC1=C(C=C(C(=C1)OC)Cl)Cl N-(tert-butyl)-3-((2-((2,4-dichloro-5-methoxyphenyl)amino)-5-methylpyrimidin-4-yl)amino)benzenesulfonamide